2-(trimethoxysilyl)ethyl azide CO[Si](CCN=[N+]=[N-])(OC)OC